C1(CC2C(CC1)O2)COC(CCCCC(=O)OCC2CC1C(CC2)O1)=O Bis((3,4-Epoxycyclohexyl)methyl)adipat